chloro((1S,2S)-N-(isobutanesulfonyl)-1,2-diphenylethanediamine) Cl[C@H]([C@](NS(=O)(=O)CC(C)C)(N)C1=CC=CC=C1)C1=CC=CC=C1